1-(3-fluoro-4-methylphenyl)-3-methyl-3-aza-bicyclo[3.1.0]hexane FC=1C=C(C=CC1C)C12CN(CC2C1)C